N1(CCCCC1)NC(=O)C1=NN(C(=C1C)C1=CC=C(C=C1)Cl)C1=C(C=C(C=C1)Cl)Cl (Piperidin-1-yl)-5-(4-chlorophenyl)-1-(2,4-dichlorophenyl)-4-methyl-1H-pyrazole-3-carboxamide